C1(=CC=CC=C1)[C@H](C)N1C=NC(=C1)C(=O)O 1-[(1S)-1-phenylethyl]-1H-imidazole-4-carboxylic acid